ClC=1C(=CC2=C(OCCC3=C2SC=C3)C1)C(=O)NC1=CC=C(CNC(OC(C)(C)C)=O)C=C1 tert-butyl (4-(8-chloro-4,5-dihydrobenzo[b]thieno[2,3-d]oxepine-9-carboxamido)benzyl)carbamate